CC=1C=CC(=C(C1)O)C1=NN=C(C=2N1C=CN2)N[C@H]2[C@H]1CC[C@@H](CC2)N1C 5-methyl-2-(8-(((1R,2R,5R)-8-methyl-8-azabicyclo[3.2.1]octan-2-yl)amino)imidazo[1,2-d][1,2,4]triazin-5-yl)phenol